C1(=CC=CC=C1)S(=O)(=O)O.ClC1=C(C=CC(=C1)Cl)[C@@H](C)N1N=C(C=2C1=NC(=CN2)N2CC(C2)[C@@H]2CN(CCC2)CCO)C(F)(F)F 2-((R)-3-(1-(1-((R)-1-(2,4-Dichlorophenyl)ethyl)-3-(trifluoromethyl)-1H-pyrazolo[3,4-b]pyrazin-6-yl)azetidin-3-yl)piperidin-1-yl)ethan-1-ol benzenesulfonic acid salt